lithium 2,2,2-trifluoroethylsulfate FC(COS(=O)(=O)[O-])(F)F.[Li+]